(S)-2,5-diamino-N-((S)-1-(naphthalen-2-yl)-4-(naphthalen-2-ylamino)-4-oxobutan-2-yl)pentanamide N[C@H](C(=O)N[C@@H](CC1=CC2=CC=CC=C2C=C1)CC(=O)NC1=CC2=CC=CC=C2C=C1)CCCN